C(C)(C)(C)OC(NC1=C(C=CC(=C1)NC(C1=CC(=CC=C1)C(F)(F)F)=O)OC)=O [2-methoxy-5-(3-trifluoromethylbenzoylamino)phenyl]carbamic acid t-butyl ester